racemic-(3S,4R)-4-amino-piperidine-1,3-dicarboxylic acid 1-tert-butyl ester 3-methyl ester COC(=O)[C@H]1CN(CC[C@H]1N)C(=O)OC(C)(C)C |r|